OC[C@H](C1=CC=CC=C1)NC1=NC(=NC=C1C=1OC=CN1)NC1=CC(=C(C(=O)N)C=C1)C 4-[[4-[[(1S)-2-hydroxy-1-phenyl-ethyl]amino]-5-oxazol-2-yl-pyrimidin-2-yl]amino]-2-methyl-benzamide